CC1(C(NC(N1CCN1CCOCC1)=O)=O)CCC 5-methyl-1-(2-morpholinoethyl)-5-propylimidazolidine-2,4-dione